(5-Chloro-1-methyl-1H-indol-2-yl)(4-(5-(3-methylpyridinyl)-1,3,4-oxadiazole-2-carbonyl)piperidin-1-yl)methanone ClC=1C=C2C=C(N(C2=CC1)C)C(=O)N1CCC(CC1)C(=O)C=1OC(=NN1)C1=NC=CC=C1C